ClC1=NN=C(C2=C1C(=NO2)C)Cl 4,7-Dichloro-3-methyl-isoxazolo[4,5-d]pyridazine